NC1=C(C=2C(C3=CC=CC=C3C(C2C=C1)=O)=O)O Aminohydroxyanthraquinone